1,3-bis[[3,5-bis(bromomethyl)phenoxy]methyl]-5-prop-2-ynoxy-benzene BrCC=1C=C(OCC2=CC(=CC(=C2)OCC#C)COC2=CC(=CC(=C2)CBr)CBr)C=C(C1)CBr